7-amino-2-cyclopropyl-6-isopropoxy-3,4-dihydroisoquinolin-1(2H)-one NC1=C(C=C2CCN(C(C2=C1)=O)C1CC1)OC(C)C